methyl 2,4-dimethylquinoline-3-carboxylate CC1=NC2=CC=CC=C2C(=C1C(=O)OC)C